F[C@H]1CN(CC[C@H]1NC1=CC=CC2=C(N(N=C12)C#CCNC1=C(C=C(C=C1)S(=O)(=O)C)OC)\C=C/C)C N-((3S,4R)-3-fluoro-1-methylpiperidin-4-yl)-2-(3-((2-methoxy-4-(methylsulfonyl)phenyl)amino)prop-1-yn-1-yl)-3-((Z)-prop-1-en-1-yl)-2H-indazol-7-amine